C1(CC1)C(=O)N1CC(C1)NC(=O)[C@H]1CN(CCC1)S(=O)(=O)C1=CC=C(C=C1)S(N(CC)CC)(=O)=O (R)-N-(1-(Cyclopropanecarbonyl)azetidin-3-yl)-1-((4-(N,N-diethylsulfamoyl)phenyl)sulfonyl)piperidine-3-carboxamide